N-hexyl-pyridine C(CCCCC)N1CC=CC=C1